4-Pyridinylmethan-aminium N1=CC=C(C=C1)C[NH3+]